FC=1C(=C(C=C(C1)C)O)C=1C=2N(C(=NN1)N[C@H]1CN(CCC1)C)C=CC2 3-fluoro-5-methyl-2-(4-{[(3R)-1-methylpiperidin-3-yl]amino}pyrrolo[1,2-d][1,2,4]triazin-1-yl)phenol